C12(C(C1)C(=O)O)COC1=C2C=CC=C1 2H-spiro[benzofuran-3,1'-cyclopropane]-2'-ylcarboxylic acid